ClC1=NC=CC(=N1)C=1C=CC2=C(N(C=N2)C(=O)OC(C)(C)C)C1 tert-butyl 6-(2-chloropyrimidin-4-yl)-1H-benzo[d]imidazole-1-carboxylate